3-(5-(1-(oxazol-2-ylmethyl)piperidin-4-yl)-1-oxoisoindolin-2-yl)piperidine-2,6-dione O1C(=NC=C1)CN1CCC(CC1)C=1C=C2CN(C(C2=CC1)=O)C1C(NC(CC1)=O)=O